(2R,3R)-3-((E)-hexa-1,5-dien-1-yl)-1,4-dioxaspiro[4.5]decan C(=C\CCC=C)/[C@@H]1COC2(O1)CCCCC2